IC1=NC=C(N=C1)C 2-iodo-5-methyl-pyrazine